4-(4-methyl-4H-1,2,4-triazol-3-yl)-N-[2-(4-phenoxyphenyl)phenyl]Aniline CN1C(=NN=C1)C1=CC=C(NC2=C(C=CC=C2)C2=CC=C(C=C2)OC2=CC=CC=C2)C=C1